bisamino-3,3'-methylenedibenzoic acid NC1=C(C(=C(C(=O)O)C=C1)N)CC=1C=C(C(=O)O)C=CC1